tert-butyl N-[(2S)-1-{[(1S)-2,2-dimethyl-1-(methylcarbamoyl)propyl]carbamoyl}-5-hydroxypentan-2-yl]carbamate CC([C@@H](C(NC)=O)NC(=O)C[C@H](CCCO)NC(OC(C)(C)C)=O)(C)C